(+/-)-{2-[3,5-difluoro-4-({3-[5-(propan-2-yl)-1,3,4-oxadiazol-2-yl]-1H-pyrrolo[2,3-b]pyridin-4-yl}oxy)anilino]-5-methyl-5,6-dihydro-4H-1,3-oxazin-5-yl}methanol FC=1C=C(NC=2OC[C@@](CN2)(C)CO)C=C(C1OC1=C2C(=NC=C1)NC=C2C=2OC(=NN2)C(C)C)F |r|